BrC1=NC(=CC(=C1)C(F)F)SC 2-bromo-4-(difluoromethyl)-6-(methylthio)pyridine